5-(bromomethyl)-3-(4-fluorophenyl)-1-phenyl-1H-pyrazole BrCC1=CC(=NN1C1=CC=CC=C1)C1=CC=C(C=C1)F